3-[4-({8,9-dimethoxy-1H,2H,4H,5H-oxepino[4,5-b]quinolin-11-yl}amino)piperidin-1-yl]propanenitrile COC=1C(=CC=2C(=C3C(=NC2C1)CCOCC3)NC3CCN(CC3)CCC#N)OC